CO[C@@H](C)C1=CC(=NN1)NC1=NC(=CN=C1)O[C@@H](C)C1=CC=CC=C1 N-(5-((S)-1-methoxyethyl)-1H-pyrazol-3-yl)-6-((S)-1-phenylethoxy)pyrazin-2-amine